C(C)(C)(C)OC(=O)N1OC(C[C@H]1C1=CSC(=C1)C#N)O (3S)-3-(5-cyano-3-thienyl)-5-hydroxy-isoxazolidine-2-carboxylic acid tert-butyl ester